COC1CC(NC(C1)(C)C)(C)C 4-methoxy-2,2,6,6-tetramethylpiperidin